C1(CC1)C=1N=C(SC1)C(N1C[C@@H](N(C[C@H]1CC)C1=CC(N(C=2C=CC(=NC12)C#N)C)=O)CC)C1=CC=C(C=C1)F 8-[(2s,5r)-4-[(4-cyclopropyl-1,3-thiazol-2-yl)(4-fluorophenyl)methyl]-2,5-diethylpiperazin-1-yl]-5-methyl-6-oxo-5,6-dihydro-1,5-naphthyridine-2-carbonitrile